methyl 1-(2-(4-(4-(5-(2,6-difluorophenyl)-4,5-dihydroisoxazol-3-yl) thiazol-2-yl) piperidin-1-yl)-2-oxoethyl)-1H-benzoimidazole-2-carbamate FC1=C(C(=CC=C1)F)C1CC(=NO1)C=1N=C(SC1)C1CCN(CC1)C(CN1C(=NC2=C1C=CC=C2)NC(=O)OC)=O